FC=1C=C2N=CC(=NC2=CC1)NC[C@H]1N(C2CC([C@H]1C)C2)C(=O)C2=NC(=CC=C2N2N=CC=N2)C |o1:13,18| 6-fluoro-N-{[(3S,4R) or (3R,4S)-4-methyl-2-[6-methyl-3-(2H-1,2,3-triazol-2-yl)pyridine-2-carbonyl]-2-azabicyclo[3.1.1]heptan-3-yl]methyl}quinoxalin-2-amine